Cl.N[C@H](C(=O)O)CC1=CC=C(C=C1)C1=NOC(=N1)C1=CC=C(C=C1)F (S)-2-amino-3-(4-(5-(4-fluorophenyl)-1,2,4-oxadiazole-3-yl)phenyl)propionic acid hydrochloride